ClC=1C=C(C(=NC1)OC(F)F)C1=NN=C(N1C)C1=C(C=CC=C1)C 5-chloro-2-(difluoromethoxy)-3-(4-methyl-5-(o-tolyl)-4H-1,2,4-triazol-3-yl)pyridine